3-(4-fluorophenoxy)-N-(5-(pyrazin-2-yloxy)thiazol-2-yl)cyclobutane-1-carboxamide FC1=CC=C(OC2CC(C2)C(=O)NC=2SC(=CN2)OC2=NC=CN=C2)C=C1